1-heptyloctyl 4-[(4-tert-butoxy-4-oxo-butyl)-[(1-methyl-4-piperidyl)sulfanylcarbonyl]amino]butanoate C(C)(C)(C)OC(CCCN(CCCC(=O)OC(CCCCCCC)CCCCCCC)C(=O)SC1CCN(CC1)C)=O